4-(1-(1-ethoxyethyl)-1H-pyrazol-4-yl)-3-methylpyridin-2-amine C(C)OC(C)N1N=CC(=C1)C1=C(C(=NC=C1)N)C